OC1=C(C=C(C=C1CO)CO)CO (2-hydroxybenzene-1,3,5-triyl)trimethanol